BrC=1SC(=C(N1)C)C1CCN(CC1)C(=O)OC(C)(C)C tert-butyl 4-(2-bromo-4-methylthiazol-5-yl)piperidine-1-carboxylate